tertiary butyl ((S)-1-cyclopropyl-2-((2R,4R)-4-hydroxy-2-((4-(4-methylthiazol-5-yl)benzyl)carbamoyl)pyrrolidin-1-yl)-2-oxoethyl)carbamate C1(CC1)[C@@H](C(=O)N1[C@H](C[C@H](C1)O)C(NCC1=CC=C(C=C1)C1=C(N=CS1)C)=O)NC(OC(C)(C)C)=O